p-phenylene Ethylenedicarboxylate C1CC(=O)OC2=CC=C(C=C2)OC1=O